BrC=1C=CC=2N(C1)C=C(N2)[C@@H]2N(CCC2)C |o1:10| rel-(2R)-{6-bromoimidazo[1,2-a]pyridin-2-yl}-1-methylpyrrolidine